1-benzyl-1H-1,2,3-triazole C(C1=CC=CC=C1)N1N=NC=C1